[3-[4-(4-chlorophenyl)thiazol-2-yl]-1-bicyclo[1.1.1]pentanyl]carbamate ClC1=CC=C(C=C1)C=1N=C(SC1)C12CC(C1)(C2)NC([O-])=O